vinyl-(silicon) C(=C)[Si]